2-[[6-[5-[1-benzyloxy-1-(trifluoromethyl)pent-4-enyl]-1,3,4-oxadiazol-2-yl]-5-nitro-3-(trifluoromethyl)-2-pyridinyl]amino]pent-4-enoic acid ethyl ester C(C)OC(C(CC=C)NC1=NC(=C(C=C1C(F)(F)F)[N+](=O)[O-])C=1OC(=NN1)C(CCC=C)(C(F)(F)F)OCC1=CC=CC=C1)=O